N1,N3,N5-Tris(6-(bis(((nonan-3-yl)oxycarbonyl)propyl)amino)hexyl)adamantane-1,3,5-tricarboxamide CCC(CCCCCC)OC(=O)CCCN(CCCCCCNC(=O)C12CC3(CC(CC(C1)C3)(C2)C(=O)NCCCCCCN(CCCC(=O)OC(CC)CCCCCC)CCCC(=O)OC(CC)CCCCCC)C(=O)NCCCCCCN(CCCC(=O)OC(CC)CCCCCC)CCCC(=O)OC(CC)CCCCCC)CCCC(=O)OC(CC)CCCCCC